5-bromo-1-(2-methoxyethyl)indoline-2,3-dione BrC=1C=C2C(C(N(C2=CC1)CCOC)=O)=O